BrC=1C=CC2=C(N=C(S2)C(F)(F)F)C1 5-bromo-2-trifluoromethylbenzo[d]thiazole